bis[bis(trimethylsilyl)methyl]bismuth (III) chloride C[Si](C)(C)C([Si](C)(C)C)[Bi](C([Si](C)(C)C)[Si](C)(C)C)Cl